3-chloro-4-(3-hydroxy-2,6-dimethylphenyl)-1-methyl-pyrrolo[2,3-b]pyridine-6-carboxamide ClC1=CN(C2=NC(=CC(=C21)C2=C(C(=CC=C2C)O)C)C(=O)N)C